ClCC1=CC=C(C=C1)C(C)Br p-chloromethyl-alpha-bromoethylbenzene